OC(=O)C(F)(F)F.ClC=1C(=C(C=CC1)C(C(C)C)N(CCN)CC(F)F)F N'-[1-(3-chloro-2-fluoro-phenyl)-2-methyl-propyl]-N'-(2,2-difluoroethyl)ethane-1,2-diamine TFA salt